BrC=1C=CC(=C(C(=O)N[C@H](C)C2=CC=CC3=CC=CC=C23)C1)C 5-Bromo-2-methyl-N-[(1R)-1-(1-naphthyl)ethyl]benzamide